(2-methacryloxyethyl)amine C(C(=C)C)(=O)OCCN